rhenium chromium [Cr].[Re]